2-(2-((2S,4S)-2-(aminomethyl)-5-chloro-2-phenyl-2,3-dihydrobenzofuran-4-yl)-3-fluoro-phenoxy)ethanamine NC[C@@]1(OC2=C(C1)C(=C(C=C2)Cl)C2=C(OCCN)C=CC=C2F)C2=CC=CC=C2